NC=1C(=C(C=CC1)C(C)C)N diaminodi(methyl)phenylmethane